ClC=1C=C2C=C(NC2=CC1C1=NC=C(N=C1)OC)CNC(N[C@@H]1COCC1)=O 3-{[5-chloro-6-(5-methoxy-2-pyrazinyl)-2-indolyl]methyl}-1-[(S)-perhydro-3-furyl]urea